silacyclopentadienyl-(silole) [SiH]1(C=CC=C1)[SiH]1C=CC=C1